7-(naphthyl)-5-(propynyl)pyrido[4,3-d]pyrimidine C1(=CC=CC2=CC=CC=C12)C1=CC=2N=CN=CC2C(=N1)C#CC